C(C)(C)(C)C1=CC=C(C=C1)CN1C(CCC1=O)CC(=O)N[C@H](C)C1CCCCC1 2-[1-[(4-tert-butylphenyl)methyl]-5-oxopyrrolidin-2-yl]-N-[(1R)-1-cyclohexylethyl]acetamide